(2s,4r)-4-aminopyrrolidine-1,2-dicarboxylic acid 1-tert-butyl ester 2-methyl ester hydrochloride Cl.COC(=O)[C@H]1N(C[C@@H](C1)N)C(=O)OC(C)(C)C